2-(1,1-dimethyl-3H-2-benzofuran-5-yl)-4,4,5,5-tetramethyl-1,3,2-dioxaborolane CC1(OCC2=C1C=CC(=C2)B2OC(C(O2)(C)C)(C)C)C